alpha-propyl-4-(4-cyanophenyl)benzylammonium sulfate S(=O)(=O)([O-])[O-].C(CC)C(C1=CC=C(C=C1)C1=CC=C(C=C1)C#N)[NH3+].C(CC)C(C1=CC=C(C=C1)C1=CC=C(C=C1)C#N)[NH3+]